ETHYLISOVALERATE C(C)OC(CC(C)C)=O